BrC=1C=C(C(=NC1)O)OCC(O)C1=NC=C(C=C1)C1CC1 5-bromo-3-(2-(5-cyclopropylpyridin-2-yl)-2-hydroxyethoxy)pyridin-2-ol